Cl.Cl.ClC=1C=C(C[C@@H]2N=C3SC=C(N3C2)CSC=2NC3=CC=CC=C3CN2)C=CC1 (S)-6-(3-chlorobenzyl)-3-(((1,4-dihydroquinazolin-2-yl)thio)methyl)-5,6-dihydroimidazo[2,1-b]Thiazole dihydrochloride